(R)-5-(2-(4-(3-fluorophenyl)piperazin-1-yl)ethyl)-3,3-diethylpyrrolidin-2-one FC=1C=C(C=CC1)N1CCN(CC1)CC[C@H]1CC(C(N1)=O)(CC)CC